O[C@@H]1CC2=CC[C@H]3[C@@H]4CC=C([C@@]4(C)CC[C@@H]3[C@]2(CC1)C)N1C=CC2=CC=CC=C12 3β-Hydroxy-17-(1H-indol-1-yl)-androsta-5,16-diene